The molecule is a hydroxychrysene that is chrysene in which the hydrogen at position 4 has been replaced by a hydroxy group. It is a metabolite of the polycyclic aromatic hydrocarbon chrysene. It has a role as a xenobiotic metabolite. C1=CC=C2C(=C1)C=CC3=C2C=CC4=C3C(=CC=C4)O